dimethyl({[(3R)-pyrrolidin-3-yl]methyl})amine dihydrochloride Cl.Cl.CN(C[C@H]1CNCC1)C